O=C1C(CSC12CN(C2)C(=O)OC(C)(C)C)C(=O)OC O2-tert-butyl O7-methyl 8-oxo-5-thia-2-azaspiro[3.4]octane-2,7-dicarboxylate